5-Benzoylamino-3'-hydroxy-[1,1'-biphenyl]-3-carboxylic acid C(C1=CC=CC=C1)(=O)NC=1C=C(C=C(C1)C1=CC(=CC=C1)O)C(=O)O